C[C@H]1O[C@H](CN(C1)C=1C=CC=2N(C1)N=C(N2)C2=CN=C(C1=CN=C(C=C21)N)NC)C 4-(6-((2R,6S)-2,6-dimethylmorpholino)-[1,2,4]triazolo[1,5-a]pyridin-2-yl)-N1-methyl-2,7-naphthyridine-1,6-diamine